N-(4-chloro-5-nitro-7H-pyrrolo[2,3-d]pyrimidin-2-yl)pivaloamide ClC=1C2=C(N=C(N1)NC(C(C)(C)C)=O)NC=C2[N+](=O)[O-]